C(=O)[C@@H]1N(C(OC1)(C)C)C(=O)OCC1=CC=CC=C1 benzyl (R)-4-formyl-2,2-dimethyloxazolidine-3-carboxylate